2-(morpholine-4-carbonyl)furo[3,2-b]pyridine-5-carbaldehyde N1(CCOCC1)C(=O)C1=CC2=NC(=CC=C2O1)C=O